5-(4-(6-((2-(5-fluoro-2,7-dimethylbenzo[b]thiophen-3-yl)ethyl)amino)pyrimidin-4-yl)-2-methoxyphenyl)isoxazol-3(2H)-one FC1=CC2=C(SC(=C2CCNC2=CC(=NC=N2)C2=CC(=C(C=C2)C2=CC(NO2)=O)OC)C)C(=C1)C